Gamma-Glutamylisoleucin N[C@@H](CCC(=O)N[C@@H]([C@@H](C)CC)C(=O)O)C(=O)O